FC(C1=CC=C(C=C1)CC(=O)NC1=CC(=C(C=C1)N1N=NC(=C1)C(F)(F)F)S(N)(=O)=O)F 2-[4-(difluoromethyl)phenyl]-N-{3-sulfamoyl-4-[4-(trifluoromethyl)-1H-1,2,3-triazol-1-yl]Phenyl}acetamide